COC(=O)C1=C2C(=NC=N1)N=CN2 The molecule is a methyl ester that is purine bearing a methoxycarbonyl substituent at position 6. It is a member of purines and a methyl ester.